C(CCCCCCC\C=C/C\C=C/CCCCC)C(CC[NH-])CCCCCCCC\C=C/C\C=C/CCCCC bislinoleylpropylamide